6-(6-(1-cyclopropyl-1H-pyrazol-4-yl)imidazo[1,2-b]pyridazin-3-yl)-N-((3S,4S)-3-fluoropiperidin-4-yl)pyridin-2-amine C1(CC1)N1N=CC(=C1)C=1C=CC=2N(N1)C(=CN2)C2=CC=CC(=N2)N[C@@H]2[C@H](CNCC2)F